P(=O)(O)(O)OC[C@@H]1[C@H]([C@@H]([C@H](C(O)O1)N)O)O D-GLUCOSAMINE 6-PHOSPHATE